(R)-5-(imidazo[1,2-a]pyrimidin-6-yl)-4-methoxy-N-(1-(oxetan-3-yl)ethyl)pyrrolo[2,1-f][1,2,4]triazin-2-amine N=1C=CN2C1N=CC(=C2)C=2C=CN1N=C(N=C(C12)OC)N[C@H](C)C1COC1